3-(4-methyl 1H-benzotriazol-5-yl)propanoate CC1=C(C=CC=2NN=NC21)CCC(=O)[O-]